1-((2E,6E,10E,14E,18E)-1-chloro-3,7,11,15,19,23-hexamethyl-tetracosa-2,6,10,14,18,22-hexaen-9-ylsulfonyl)benzene ClC\C=C(\CC\C=C(\CC(\C=C(\CC\C=C(\CC\C=C(\CCC=C(C)C)/C)/C)/C)S(=O)(=O)C1=CC=CC=C1)/C)/C